COC=1C=C2C(=CC=NC2=CC1OC)OC1=C(C=C(C=C1)C1=C(C(C(=C(N1CC1CCOCC1)C(=O)NC)C1=CC=C(C=C1)F)=O)C(=O)N)F (4-((6,7-dimethoxyquinolin-4-yl)oxy)-3-fluorophenyl)-3-(4-fluorophenyl)-N2-methyl-4-oxo-1-((tetrahydro-2H-pyran-4-yl)methyl)-1,4-dihydropyridine-2,5-dicarboxamide